OC(CC(=O)O)C=O 3-hydroxy-4-oxobutyric acid